3,4-dihydroxy-5-(propargyloxy)-[1,1'-biphenyl]-2-carbaldehyde OC1=C(C(=CC(=C1O)OCC#C)C1=CC=CC=C1)C=O